5-cyclopropyl-1'-(cyclopropylmethyl)-4'-oxo-1',4'-dihydro-[2,3'-bipyridine]-5'-carboxamide C1(CC1)C=1C=CC(=NC1)C1=CN(C=C(C1=O)C(=O)N)CC1CC1